ClC1=NC(=CC(=C1OCOC)C1=CC=NC=C1)C1=C(C=CC(=C1)Cl)F 2-chloro-6-(5-chloro-2-fluorophenyl)-3-(methoxymethoxy)-4,4'-bipyridine